OC1[C@H](O)[C@H](O)[C@H](O)CO1 D-ribopyranose